O1C=CC=2C(=NC=CC21)C2=CC=C(C(=O)N[C@@H]1CC[C@@H](CC1)O)C=C2 4-(furo[3,2-c]pyridin-4-yl)-N-(cis-4-hydroxycyclohexyl)benzamide